9-methoxy-4-methyl-1,2,3,4,5,6-hexahydroazepino[4,5-b]indole COC1=CC=2C3=C(NC2C=C1)CC(NCC3)C